sulfanilyl iodide S(=O)(C1=CC=C(C=C1)N)(=O)I